BrC=1C=C(C=CC1O)C(C(=O)OC)(CC)C methyl 2-(3-bromo-4-hydroxyphenyl)-2-methylbutanoate